O1CCC2(CC1)C(NC1=NC=CC=C12)=O spiro[pyrrolo[2,3-b]pyridin-3,4'-tetrahydropyran]-2-one